NC1=CC=C(C(=C1C(=O)N(C)C)F)C=1C=C2C(=NC1)NC=C2\C=C\C(=O)NC (E)-6-amino-2-fluoro-N,N-dimethyl-3-(3-(3-(methylamino)-3-oxoprop-1-en-1-yl)-1H-pyrrolo(2,3-b)pyridin-5-yl)benzamide